(3R)-N-[4-(3-cyanophenyl)-5-(2,6-dimethyl-4-pyridinyl)thiazol-2-yl]-3-methyl-5-oxo-piperazine-1-carboxamide C(#N)C=1C=C(C=CC1)C=1N=C(SC1C1=CC(=NC(=C1)C)C)NC(=O)N1C[C@H](NC(C1)=O)C